BrC1=C(C(=C(C(=C1F)F)C=1C=C2CCC2=CC1)F)F 3-(4-bromo-2,3,5,6-tetrafluorophenyl)bicyclo[4.2.0]oct-1,3,5-triene